NC=1C(NC2=C(C=C(C=C2C1C1=C2C=NNC2=C(C=C1)Cl)Cl)CC)=O 3-amino-6-chloro-4-(7-chloro-1H-indazol-4-yl)-8-ethyl-1H-quinolin-2-one